(R)-(-)-2,3-difluoromandelic acid FC1=C([C@H](C(=O)O)O)C=CC=C1F